P(=S)(OCCCOC(C=C)=O)([O-])[O-] acryloyloxypropyl thiophosphate